isoheptylsulfonic acid ammonium salt [NH4+].C(CCCC(C)C)S(=O)(=O)[O-]